3-[[5-(2,3-dichlorophenyl)-1H-tetrazol-1-yl]methyl]-pyridine monohydrochloride Cl.ClC1=C(C=CC=C1Cl)C1=NN=NN1CC=1C=NC=CC1